2-(7-methoxynaphthalen-1-yl)acetonitrile COC1=CC=C2C=CC=C(C2=C1)CC#N